C(=O)(O)C1=C(C=C(C=C1)[N+](=O)[O-])S(=O)(=O)[O-].[K+].C(C)#N acetonitrile potassium 2-carboxyl-5-nitrobenzenesulfonate